(S)-2'-chloro-6'-(5-fluoro-6-methoxy-1H-1,3-benzodiazol-2-yl)-4-(4-methylpiperazine-1-carbonyl)-[1,1'-biphenyl]-2-carboxylic acid ClC1=C(C(=CC=C1)C1=NC2=C(N1)C=C(C(=C2)F)OC)C=2C(=CC(=CC2)C(=O)N2CCN(CC2)C)C(=O)O